ClC1=C(C=C(C=2C3=C(NC12)[C@H](CNC(C3)=O)CCN3CCOCC3)C3=NN(N=C3)C)Cl (S)-7,8-dichloro-10-(2-methyl-2H-1,2,3-triazol-4-yl)-5-(2-morpholinoethyl)-3,4,5,6-tetrahydroazepino[4,5-b]indol-2(1H)-one